CC=1C=CC(=NC1)/C=C/C=1N=C(SC1)N (E)-4-(2-(5-methylpyridin-2-yl)vinyl)thiazol-2-amine